FC=1C=C(C=NC1)C1=NC(=C2N=CN(C2=N1)C1[C@@H]([C@@H]([C@@]2(C[C@H]12)C(=O)NC)O)O)NCC1=NC=CC=C1 (1S,2R,3S,5S)-4-(2-(5-fluoropyridin-3-yl)-6-((pyridin-2-ylmethyl)amino)-9H-purin-9-yl)-2,3-dihydroxyl-N-methyl-bicyclo[3.1.0]hexane-1-formamide